(R)-N-(3-(1-((2-amino-5-chloropyridin-3-yl)oxy)ethyl)-phenyl)-1-methyl-1H-indazole-6-carboxamide NC1=NC=C(C=C1O[C@H](C)C=1C=C(C=CC1)NC(=O)C1=CC=C2C=NN(C2=C1)C)Cl